CC1(C2C3C4C=CC(C3C(C1)C2)C4)C(=O)OCCC 8-methyl-8-n-propoxycarbonyltetracyclo[4.4.0.12,5.17,10]dodeca-3-ene